6-chloro-3-(3,4-dichlorophenyl)-N-phenyl-9H-carbazol-2-amine ClC=1C=C2C=3C=C(C(=CC3NC2=CC1)NC1=CC=CC=C1)C1=CC(=C(C=C1)Cl)Cl